2-chloro-5-(N-(4-fluorophenyl)sulfamoyl)-N-(3-nitrophenyl)benzamide ethyl-5-(((3-((3-nitrophenyl)carbamoyl)phenyl)sulfonamido)methyl)furan-2-carboxylate C(C)OC(=O)C=1OC(=CC1)CNS(=O)(=O)C1=CC(=CC=C1)C(NC1=CC(=CC=C1)[N+](=O)[O-])=O.ClC1=C(C(=O)NC2=CC(=CC=C2)[N+](=O)[O-])C=C(C=C1)S(NC1=CC=C(C=C1)F)(=O)=O